4-(4-(1-((1r,4r)-4-(cyanomethyl)cyclohexyl)-1,6-dihydroimidazo[4,5-d]pyrrolo[2,3-b]pyridin-2-yl)piperidin-1-yl)benzonitrile C(#N)CC1CCC(CC1)N1C(=NC=2C1=C1C(=NC2)NC=C1)C1CCN(CC1)C1=CC=C(C#N)C=C1